2-fluoro-1-(4-(2-methyl-4-((6-(trifluoromethyl)pyridin-3-yl)oxy)pyrimidin-5-yl)piperidin-1-yl)prop-2-en-1-one FC(C(=O)N1CCC(CC1)C=1C(=NC(=NC1)C)OC=1C=NC(=CC1)C(F)(F)F)=C